FC=1C=C(NC=2N=C(C(=NC2)C(=O)NCC(C)(C)C)OC)C=C(C1)F (3,5-difluoroanilino)-N-(2,2-dimethylpropyl)-3-methoxy-pyrazine-2-carboxamide